BrC=1C(=C2C(C(=O)NC2=O)=CC1)C bromo-METHYL-PHTHALIMIDE